Tert-butyl (5-(4-(dimethylcarbamoyl)piperazin-1-yl)-7-(N-(1-methylcyclopropyl)sulfamoyl)quinolin-2-yl)carbamate CN(C(=O)N1CCN(CC1)C1=C2C=CC(=NC2=CC(=C1)S(NC1(CC1)C)(=O)=O)NC(OC(C)(C)C)=O)C